ClC1=CC=C(CC2C(N(CC2)C2=CC=C(C=C2)C2=C(C=NC=C2)C#N)=O)C=C1 3-(4-chlorobenzyl)-1-(4-(3-cyanopyridin-4-yl)phenyl)pyrrolidin-2-one